OC1(COC1)C1=CC=C(C=C1)C(=O)N1CCN(CC1)C=1C=NC(=CC1)C(F)(F)F (4-(3-hydroxyoxetan-3-yl)phenyl)(4-(6-(trifluoromethyl)pyridin-3-yl)piperazin-1-yl)methanone